2-ethylhexylmethylacrylate C(C)C(CC=C(C(=O)[O-])C)CCCC